4-(trifluoromethyl)benzyl-(piperazin-2-yl)-N-methylazetidine-1-carboxamide FC(C1=CC=C(CC2(N(CC2)C(=O)NC)C2NCCNC2)C=C1)(F)F